aminopropionitrile tosylate S(=O)(=O)(O)C1=CC=C(C)C=C1.NC(C#N)C